(S)-2-amino-6-borono-2-(3-(1-carboxy-3-methylbutylamino)propyl)hexanoic acid N[C@@](C(=O)O)(CCCCB(O)O)CCCNC(CC(C)C)C(=O)O